C1(CC1)N1[C@H](CCC1=O)C(=O)NC1=CC(=CC=2CCOC21)OC2=NC=C(C=C2)C(F)(F)F (R)-1-cyclopropyl-5-oxo-N-(5-((5-(trifluoromethyl)pyridin-2-yl)oxy)-2,3-dihydrobenzofuran-7-yl)pyrrolidine-2-carboxamide